ClC1=C2C=C(C(NC2=CC=C1)=O)OC(=O)C1=CC2=C(N1)C=CO2 4H-furo[3,2-b]Pyrrole-5-carboxylic acid 5-chloro-2-oxo-1,2-dihydroquinolin-3-yl ester